C(C)OC1=C(C=C(C=O)C=C1)F 4-ethoxy-3-fluorobenzaldehyde